copper (II) tetrakis(4-carboxyphenyl)porphyrin C(=O)(O)C1=CC=C(C=C1)C1=C2C=CC(C(=C3C=CC(=C(C=4C=CC(=C(C5=CC=C1N5)C5=CC=C(C=C5)C(=O)O)N4)C4=CC=C(C=C4)C(=O)O)N3)C3=CC=C(C=C3)C(=O)O)=N2.[Cu+2]